[K].[Si](C)(C)(C(C)(C)C)OCCN1CC(C1)S(=O)(=O)NC(NC1=C2CCCC2=CC=2CCCC12)=O 1-(2-((tert-Butyldimethylsilyl)oxy)ethyl)-N-((1,2,3,5,6,7-hexahydro-s-indacen-4-yl)carbamoyl)azetidine-3-sulfonamide, potassium salt